Nitrogen (urea) NC(=O)N.[N]